N[C@H]1CN(C[C@@H](C1)F)C(=O)C1=CC2=C(C(=C(O2)C=2N(C3=CC(=CC=C3C2)N2CCNCC2)CC2CC2)C)C=C1 ((3R,5R)-3-amino-5-fluoropiperidin-1-yl)(2-(1-(cyclopropylmethyl)-6-(piperazin-1-yl)-1H-indol-2-yl)-3-methylbenzofuran-6-yl)methanone